methyl 7-acetylthieno[2,3-c]pyridine-4-carboxylate C(C)(=O)C1=NC=C(C2=C1SC=C2)C(=O)OC